phenyl N-phenylcarbamate C1(=CC=CC=C1)NC(OC1=CC=CC=C1)=O